2,4,4-tri-methyl-1-pentene CC(=C)CC(C)(C)C